4-bromo-5-cyclopropyl-2-isopropoxyaniline BrC1=CC(=C(N)C=C1C1CC1)OC(C)C